tert-Butyl (2S,3S)-3-(isopropyl(methyl)amino)-2-methylpyrrolidine-1-carboxylate C(C)(C)N([C@@H]1[C@@H](N(CC1)C(=O)OC(C)(C)C)C)C